BrC1=C(C=CC=C1)C=1OC[C@@H](N1)C1=CC=CC=C1 (S)-2-(2-bromophenyl)-4-phenyl-4,5-dihydrooxazole